NC1(CCCCC1)C(=O)[O-] amino-1-cyclohexanecarboxylate